N1=CC=C(C=C1)C1=C(C=O)C=C(C(=C1)C=O)C1=CC=NC=C1 2,5-bis(4-pyridinyl)terephthalaldehyde